NC=1C=C(OCCCS(=O)(=O)O)C=CC1C 3-(3-amino-4-methylphenoxy)propane-1-sulfonic acid